C1(CCCCC1)=C(C#N)C1=CC=CC=C1 CYCLOHEXYLIDENE(PHENYL)ACETONITRILE